C(C1=CC=CC=C1)OC(C=CC1=CC=CC=C1)=O cinnamic acid benzyl ester